COC=1C=C2C(=CC=NC2=CC1OC)C 6,7-Dimethoxy-4-methylquinoline